N(CCC1=CNC2=CC=CC=C12)[2H] Tryptamine-d1